The molecule is a galactosamine sulfate that is N-acetyl-beta-D-galactosamine in which the hydroxy group at position 6 has been converted into its sulfate derivative. It is a conjugate acid of a N-acetyl-beta-D-galactosamine 6-sulfate(1-). CC(=O)N[C@@H]1[C@H]([C@H]([C@H](O[C@H]1O)COS(=O)(=O)O)O)O